1-(3-(cyclohexylmethyl)indolin-1-yl)-1-octanone C1(CCCCC1)CC1CN(C2=CC=CC=C12)C(CCCCCCC)=O